NC1CCC(CC1)CN1CCN(CC1)C1=C(C=C(C=C1)C1C(NC(CC1)=O)=O)F 3-[4-[4-[(4-Aminocyclohexyl)methyl]piperazin-1-yl]-3-fluoro-phenyl]piperidine-2,6-dione